(4R)-4-[3-Oxo-3-[3-[4-[1-(trifluoromethyl)cyclopropyl]phenyl]azetidin-1-yl]propyl]oxazolidin-2-one O=C(CC[C@H]1NC(OC1)=O)N1CC(C1)C1=CC=C(C=C1)C1(CC1)C(F)(F)F